rac-rac-6-(2-Fluoro-3-methoxyphenyl)-N-((1R,3R)-3-methoxycyclopentyl)-5-methyl-2-(1-methyl-1H-imidazol-2-yl)thieno[2,3-d]pyrimidin-4-amine FC1=C(C=CC=C1OC)C1=C(C2=C(N=C(N=C2N[C@H]2C[C@@H](CC2)OC)C=2N(C=CN2)C)S1)C |r|